FC1=CC=C(C=C1)C(CCCCC)N 1-(4-fluorophenyl)hexane-1-amine